ethyl (pyridin-3-ylmethyl) (4-(5-(trifluoromethyl)-1,2,4-oxadiazol-3-yl)benzyl)phosphonate FC(C1=NC(=NO1)C1=CC=C(CP(OCC)(OCC=2C=NC=CC2)=O)C=C1)(F)F